(3R,4S,6bS,8aS,11R,12aR,12bS,14aR)-3-hydroxy-4-methoxy-4,6b,8a,11,12b,14a-hexamethyl-11-(morpholine-4-carbonyl)-4,6b,7,8,8a,9,10,11,12,12a,12b,13,14,14a-tetradecahydropicen-2(3H)-one O[C@H]1C(C=C2[C@@]3(CC[C@]4([C@@H]5C[C@@](CC[C@@]5(CC[C@@]4(C3=CC=C2[C@]1(C)OC)C)C)(C(=O)N1CCOCC1)C)C)C)=O